lead-zinc-molybdenum-tungsten [W].[Mo].[Zn].[Pb]